ClC1=NC(=C2N=CN(C2=N1)C(C)C)NCC=1C(=NC=CC1)N1N=C(C=C1)N(C)C 2-chloro-N-((2-(3-(dimethylamino)-1H-pyrazol-1-yl)pyridin-3-yl)methyl)-9-isopropyl-9H-purin-6-amine